(2S,5R)-tert-butyl 5-(3-bromo-5-chlorophenyl)-2-(methoxymethyl)-3-oxo-piperazine-1-carboxylate BrC=1C=C(C=C(C1)Cl)[C@H]1NC([C@@H](N(C1)C(=O)OC(C)(C)C)COC)=O